FC(C(=O)O)(F)F.S1C(=CC=C1)C(=O)N thiophene-2-carboxamide trifluoroacetate